tert-butyl (1R,4R,5RS)-5-(3-(2,8-dimethylimidazo[1,2-b]pyridazin-6-yl)thieno[2,3-b]pyrazin-6-yl)-5-hydroxy-2-azabicyclo[2.2.1]heptane-2-carboxylate CC=1N=C2N(N=C(C=C2C)C2=CN=C3C(=N2)SC(=C3)[C@@]3([C@H]2CN([C@@H](C3)C2)C(=O)OC(C)(C)C)O)C1 |&1:19|